2-Isobutyramido-5-((4-pentylphenyl)ethynyl)benzoic acid C(C(C)C)(=O)NC1=C(C(=O)O)C=C(C=C1)C#CC1=CC=C(C=C1)CCCCC